(((6-phenyl-1,3,5-triazine-2,4-diyl)bis(3-hydroxy-4,1-phenylene))bis(oxy))bis(ethane-2,1-diyl) bis(2-methylacrylate) CC(C(=O)OCCOC1=CC(=C(C=C1)C1=NC(=NC(=N1)C1=C(C=C(C=C1)OCCOC(C(=C)C)=O)O)C1=CC=CC=C1)O)=C